(6-methoxy-1-(4-(morpholinomethyl)phenyl)-5,5-dioxido-1,4-dihydrothiochromeno[4,3-c]pyrazol-3-yl)(4-oxa-7-azaspiro[2.5]octan-7-yl)methanone COC1=CC=CC2=C1S(CC1=C2N(N=C1C(=O)N1CCOC2(CC2)C1)C1=CC=C(C=C1)CN1CCOCC1)(=O)=O